CC1=NN=NN1CC=O 2-(5-methyl-1H-tetrazol-1-yl)ethanone